C(CCCCC)C=1C(=C(C(=C(C1C(=O)O)C(=O)O)CCCCCC)C(=O)O)CCCCCC Tri-n-hexyl-trimellitic acid